4-(4-aminopiperidin-1-yl)-5-(phenyl)pyridine NC1CCN(CC1)C1=CC=NC=C1C1=CC=CC=C1